(R)-2-(2-((2-fluoroethoxy)methyl)-4-(5-((6-(1-methyl-1H-pyrazol-4-yl)pyridin-3-yl)ethynyl)pyrimidin-2-yl)piperazin-1-yl)-1,3,5-triazine FCCOC[C@@H]1N(CCN(C1)C1=NC=C(C=N1)C#CC=1C=NC(=CC1)C=1C=NN(C1)C)C1=NC=NC=N1